4-(5-(3,6-Diazabicyclo[3.1.1]hept-3-yl)pyrazin-2-yl)-6-(2-hydroxy-2-methylpropyloxy)pyrazolo[1,5-a]pyridine-3-carbonitrile C12CN(CC(N1)C2)C=2N=CC(=NC2)C=2C=1N(C=C(C2)OCC(C)(C)O)N=CC1C#N